C(C1=CC=CC=C1)C1CC2(C1)CCN(CC2)C(=O)C2CC(C2)(C)O (2-benzyl-7-azaspiro[3.5]non-7-yl)((1s,3s)-3-hydroxy-3-methylcyclobutyl)methanone